keto-isobutyric acid O=CC(C(=O)O)C